CC1(OC2=C(O1)C=CC(=C2)C(=O)NC2=NN(C=C2)CC2=CC=NC=C2)C 2,2-Dimethyl-N-(1-(pyridin-4-ylmethyl)-1H-pyrazol-3-yl)benzo[d][1,3]dioxole-5-carboxamide